N1=C2N(C=C1C1=C(N=CC(=N1)S(=O)(=O)NC)NCC1=CC(=CC=C1)C(F)(F)F)CCC2 6-(6,7-dihydro-5H-pyrrolo[1,2-a]imidazol-2-yl)-N-methyl-5-((3-(trifluoromethyl)benzyl)amino)pyrazine-2-sulfonamide